tert-Butyl 6-[4-[[3-(5-hydroxypyridin-3-yl)-5-propan-2-yloxyphenyl]methyl]piperazin-1-yl]pyridazine-3-carboxylate OC=1C=C(C=NC1)C=1C=C(C=C(C1)OC(C)C)CN1CCN(CC1)C1=CC=C(N=N1)C(=O)OC(C)(C)C